OC=1C=C2CC[C@H]([C@H](C2=CC1)C=1C=CC(=NC1)N1CCC2(CC(CO2)C=O)CC1)C1=CC=CC=C1 8-(5-((1R,2R)-6-hydroxy-2-phenyl-1,2,3,4-tetrahydronaphthalen-1-yl)pyridin-2-yl)-1-oxa-8-azaspiro[4.5]decane-3-carbaldehyde